5-chloro-2-(2,6-dioxopiperidin-3-yl)-3-oxoisoindoline-4-carboxamide ClC1=C(C=2C(N(CC2C=C1)C1C(NC(CC1)=O)=O)=O)C(=O)N